2-amino-N-(2-(3',4'-dichloro-[1,1'-biphenyl]-4-yl)ethyl)hexanamide NC(C(=O)NCCC1=CC=C(C=C1)C1=CC(=C(C=C1)Cl)Cl)CCCC